N1=C(C=CC=C1)C1=C(C=CC=C1)[Ir]C1=C(C=CC=C1)C1=NC=CC=C1 bis(2-(pyridin-2-yl)phenyl)iridium